N1=CC=CC=2CCCC(C12)=O 6,7-dihydro-5H-8-quinolinone